2-n-hexyl-1-decanol C(CCCCC)C(CO)CCCCCCCC